C(C1=CC=CC=C1)OC1=C(C=C2C[C@@H]3[C@]4([C@](CCN(CC4)C(=O)O)(C2=C1)CCN3CC3CC3)O)C(=O)O (5aS,6R,11bR)-10-(benzyloxy)-14-(cyclopropylmethyl)-5a-hydroxy-1,2,5,5a,6,7-hexahydro-6,11b-(epiminoethano)naphtho[1,2-d]azepine-3,9(4H)-dicarboxylic acid